C(CC(O)(C(=O)O)CC(=O)O)(=O)O.ClC=1C=CC(=C(N)C1)C 5-chloro-2-methylaniline citrate